BrC1=CC=2C=CC3=CC=CC=C3C2C(=C1)Br 2,4-dibromophenanthrene